8-cyclopentyl-6-(difluoromethyl)-2-(methylsulfonyl)pyrido[2,3-d]pyrimidin-7(8H)-one C1(CCCC1)N1C(C(=CC2=C1N=C(N=C2)S(=O)(=O)C)C(F)F)=O